4-amino-7-chloroquinolone tert-butyl-3-methyl-4-[(E)-2-[4-(trifluoromethyl)phenyl]ethenyl]pyrrolidine-1-carboxylate C(C)(C)(C)OC(=O)N1CC(C(C1)\C=C\C1=CC=C(C=C1)C(F)(F)F)C.NC1=CC(NC2=CC(=CC=C12)Cl)=O